ClC1=C(OCC2=NC=CC(=C2)OC2CCN(CC2)C(=O)OC(C)(C)C)C=CC(=C1)F tert-Butyl 4-((2-((2-chloro-4-fluorophenoxy)methyl)pyridin-4-yl)oxy)piperidine-1-carboxylate